C1(CC1)N1CCS(C2=C(C1=O)SC(=C2)C2=NC(=NC=C2C(F)(F)F)NC2=C(C=C(C=C2)N2C[C@@H](N(CC2)C)C)CC)(=O)=O (S)-4-cyclopropyl-7-(2-((4-(3,4-dimethylpiperazin-1-yl)-2-ethylphenyl)amino)-5-(trifluoromethyl)pyrimidin-4-yl)-3,4-dihydrothieno[2,3-f][1,4]thiazepin-5(2H)-one 1,1-dioxide